anthraxanthone C1=C2C=C3C=CC4=C(C=CC=5OC=6C(CC=CC6CC45)=O)C3=CC2=CC=C1